FC1=CC=C(C=C1)C=1C(=C2N(N1)CCC2)C=2C=CC=1N(C2)C=CN1 6-(2-(4-Fluorophenyl)-5,6-dihydro-4H-pyrrolo[1,2-b]pyrazol-3-yl)imidazo[1,2-a]pyridine